acetic acid (Z,E)-9,11-tetradecadienyl ester C(CCCCCCC\C=C/C=C/CC)OC(C)=O